ClC1C(C(C(C(C1Cl)Cl)Cl)Cl)Cl Hexachloro-cyclohexane